CC(CCCCC(=O)NC)CCCCCCCCCCCCC 6,N-dimethyl-1-nonadecanoylamine